2-(3-chlorophenyl)-4-(3-(4,6-diphenyl-1,3,5-triazin-2-yl)phenyl)-6-phenyl-1,3,5-triazine ClC=1C=C(C=CC1)C1=NC(=NC(=N1)C1=CC(=CC=C1)C1=NC(=NC(=N1)C1=CC=CC=C1)C1=CC=CC=C1)C1=CC=CC=C1